C(C)(C)C1=NC=CC(=C1N1CN=C(C2=C1N=CC=C2)N2[C@H](CNCC2)C)C 1-(2-isopropyl-4-methylpyridin-3-yl)-4-((S)-2-methylpiperazin-1-yl)pyrido[2,3-d]Pyrimidine